3-{[N-(4-fluoro-phenyl)-N-methyl-amino]-methyl}-benzaldehyde FC1=CC=C(C=C1)N(C)CC=1C=C(C=O)C=CC1